2,4-dihydroxyimidazo[1,5-a]pyrimidine-8-carboxylic acid ethyl ester C(C)OC(=O)C=1N=CN2C1N=C(C=C2O)O